furo[3,2-b]pyridin-5-ylmethanol O1C=CC2=NC(=CC=C21)CO